(E)-ethyl 2-(ethoxymethylene)hydrazinecarboxylate C(C)O\C=N\NC(=O)OCC